6-{[(2R)-2-aminopropoxy]methyl}-1-methyl-1,2,3-benzotriazol-4-amine N[C@@H](COCC=1C=C(C2=C(N(N=N2)C)C1)N)C